C12(CC(C1)C2)NS(=O)(=O)C=2C(=C(NC2)C(=O)O)Cl 4-(N-(bicyclo[1.1.1]pentan-1-yl)sulfamoyl)-3-chloro-1H-pyrrole-2-carboxylic acid